BrCC1=C(C=C(C=C1C)Cl)C 2-(Bromomethyl)-5-chloro-1,3-dimethylbenzol